N1C(=CC=C1)C1=NC2=CC=CC=C2C=2N1C1=C(N2)C=CC=C1 6-(1H-Pyrrol-2-yl)-benzo[4,5]imidazo[1,2-c]quinazoline